COC(=O)C=1C2=C(SC1C)C=CC(=C2)OC 5-methoxy-2-methyl-benzo[b]thiophene-3-carboxylic acid methyl ester